2-amino-3'-(methoxymethoxy)-2',6'-dimethyl-5-(pyrimidin-2-yl)-[1,1'-biphenyl]-3-carboxamide NC1=C(C=C(C=C1C(=O)N)C1=NC=CC=N1)C1=C(C(=CC=C1C)OCOC)C